ClC=1C=C(C=CC1F)N(C(=O)[C@H]1N(C[C@H](C1)C(=O)NC1=NC=CC=C1)C1=NC(=CC(=C1)C(F)(F)F)C)C (2s,4s)-N2-(3-chloro-4-fluorophenyl)-N2-methyl-1-[6-methyl-4-(trifluoromethyl)pyridin-2-yl]-N4-(pyridin-2-yl)pyrrolidine-2,4-dicarboxamide